2-[(di{[(methoxy-carbonyl)amino]-amino}methylidene)-amino]acetic acid COC(=O)NNC(NNC(=O)OC)=NCC(=O)O